5-(Piperazin-1-yl)-3-(4-(trifluoromethoxy)phenyl)-1,2,4-oxadiazole N1(CCNCC1)C1=NC(=NO1)C1=CC=C(C=C1)OC(F)(F)F